C(C)N(C(C1=C(C=CC(=C1)F)C=1C=2N(C=C(C1)C1CN(C1)[C@@H](C(C)C)CCCN1CCNC3(COC3)C1)C(=NC2)C)=O)C(C)C N-ethyl-5-fluoro-2-(3-methyl-6-{1-[(3R)-2-methyl-6-{2-oxa-5,8-diazaspiro[3.5]non-8-yl}hexan-3-yl]azetidin-3-yl}imidazo[1,5-a]pyridin-8-yl)-N-(isopropyl)benzamide